4-amino-2-ethoxymethyl-α,α-dimethyl-1H-imidazolo[4,5-c]quinoline-1-ethanol NC1=NC=2C=CC=CC2C2=C1N=C(N2CC(O)(C)C)COCC